FC=1C=NC(=NC1)N1CCN(CC1)C1=CC=C(C=C1)[N+](=O)[O-] 5-fluoro-2-[4-(4-nitro-phenyl)-piperazin-1-yl]Pyrimidine